p-tert-butylstyrenesulfonyl chloride C(C)(C)(C)C1=CC=C(C=CS(=O)(=O)Cl)C=C1